OCCOCCNC(=O)C1=CC2=C(N(C(=N2)NC=2OC3=C(N2)C=CC(=C3)OCCOC)C)C=C1 N-(2-(2-hydroxyeth-oxy)ethyl)-2-((6-(2-methoxyethoxy)benzo-[d]oxazol-2-yl)amino)-1-methyl-1H-benzo[d]-imidazole-5-carboxamide